2,3-dichloro-5,6-dimethylpyridine ClC1=NC(=C(C=C1Cl)C)C